O=C1N(CC2=CC(=CC=C12)C1=NC=C2N1C=C(C=C2)CN2CCCC2)C2C(NC(CC2)=O)=O 3-(1-oxo-5-(6-(pyrrolidin-1-ylmethyl)imidazo[1,5-a]pyridin-3-yl)isoindolin-2-yl)piperidine-2,6-dione